C(C)(C)(C)C1C(N(CCN(CCN(CCN1CC(=O)O)CC(=O)O)CC(=O)O)CC(=O)O)(C(C)(C)C)C(C)(C)C tri-t-butyl-1,4,7,10-tetraazacyclododecane-1,4,7,10-tetraacetic acid